1-morpholino-2-(5-(pyrimidin-2-yl)-1H-indol-1-yl)ethan-1-one O1CCN(CC1)C(CN1C=CC2=CC(=CC=C12)C1=NC=CC=N1)=O